FC(CC[Si]1(O[Si](O[Si](O[Si](O[Si](O1)(C)CCC(F)(F)F)(C)CCC(F)(F)F)(C)CCC(F)(F)F)(C)CCC(F)(F)F)C)(F)F penta(trifluoropropyl)pentamethylcyclopentasiloxane